FC1=C(C=C2C(NC(S2)=S)=O)C(=CC(=C1)F)F 5-(2,4,6-trifluorobenzylidene)-2-thioxo-thiazolidin-4-one